Methyl (E)-2-methyl-3-(thiophen-2-yl)acrylate C/C(/C(=O)OC)=C\C=1SC=CC1